1-(4'-(methoxymethyl)-[1,1'-biphenyl]-4-yl)ethan-1-one COCC1=CC=C(C=C1)C1=CC=C(C=C1)C(C)=O